(2,4-disulfophenyl)-N-t-butylnitrone disodium salt [Na+].[Na+].S(=O)(=O)([O-])C1=C(C=CC(=C1)S(=O)(=O)[O-])C=[N+]([O-])C(C)(C)C